CC1(CC1)OC1=C(C=C(C(=C1)F)Br)[N+](=O)[O-] methyl-1-(4-bromo-5-fluoro-2-nitrophenoxy)cyclopropane